2,2-difluoroethyl (trans-4-((4-(4-chloro-1H-pyrazol-3-yl)-5-(trifluoromethyl)pyrimidin-2-yl)amino)cyclohexyl)(5-(2-methoxypyrimidin-5-yl)pyridin-2-yl)carbamate ClC=1C(=NNC1)C1=NC(=NC=C1C(F)(F)F)N[C@@H]1CC[C@H](CC1)N(C(OCC(F)F)=O)C1=NC=C(C=C1)C=1C=NC(=NC1)OC